2,6-dimethyl-3-((5-(trifluoromethyl)pyridin-2-yl)methyl)naphthalene-1,4-dione CC=1C(C2=CC=C(C=C2C(C1CC1=NC=C(C=C1)C(F)(F)F)=O)C)=O